FC(C(C(C(C(C(C(C(F)(F)F)(F)F)(F)F)(F)F)(F)F)(F)F)(F)F)(F)S perfluoro-1-octylmercaptan